FC(C1(N(CC1)C(=O)OC(C)(C)C)CO)F tert-butyl 2-(difluoromethyl)-2-(hydroxymethyl)azetidine-1-carboxylate